NCC1(CCCCC1)C(=O)N[C@H](CO)CC=1N=CNC1 (S)-1-(Aminomethyl)-N-(1-Hydroxy-3-(1H-imidazol-4-yl)propan-2-yl)cyclohexancarboxamid